C(=O)(OC(C)(C)C)N(C(=NC(=O)OC(C)(C)C)N)CCNCC1=NC2=C(C=CC=C2C=C1)NS(=O)(=O)C1=CC=C(C=C1)C(F)(F)F N-(2-(((N,N'-Bis-Boc-2-Guanidinoethyl)amino)methyl)quinolin-8-yl)-4-(trifluoromethyl)benzenesulfonamide